tert-Butyl 2-(3-((4-bromo-1H-pyrazol-1-yl)methyl)azetidin-1-yl)acetate BrC=1C=NN(C1)CC1CN(C1)CC(=O)OC(C)(C)C